COC=1C=C(C=CC1OC)NC(CSC1=CC=C2C(C=C(N(C2=C1)C)C(F)(F)F)=O)=O N-(3,4-dimethoxyphenyl)-2-((1-methyl-4-oxo-2-(trifluoromethyl)-1,4-dihydroquinolin-7-yl)thio)acetamide